C(C)(C)(C)OC(=O)N1CCC(CC1)CC#CCOC1=C(C(=CC(=C1)C(=O)OC)[N+](=O)[O-])Cl 4-(4-(2-chloro-5-(methoxycarbonyl)-3-nitrophenoxy)but-2-yn-1-yl)piperidine-1-carboxylic acid tert-butyl ester